FC(C(=O)O)(F)F.NC1=CC=C(C(=N1)C)CNC(=O)[C@@H]1CCC=2N1C(C(=NC2C2CC2)NCC2=CC(=CC(=C2)C)F)=O (S)-N-((6-amino-2-methylpyridin-3-yl)methyl)-1-cyclopropyl-3-((3-fluoro-5-methylbenzyl)amino)-4-oxo-4,6,7,8-tetrahydropyrrolo[1,2-a]pyrazine-6-carboxamide trifluoroacetate